BrC=1C=C(C=NC1)C(=O)N1CCN(CC1)C(C1=CSC=C1)C1=CC=CC=C1 1-(5-bromopyridine-3-carbonyl)-4-[phenyl(thiophen-3-yl)methyl]piperazine